C(C)(C)(C)OC(=O)N1C[C@@H]2[C@H](C1)CC(C2)OC2=C(C=CC=C2)N2N=CC=C2 (3aR,5s,6aS)-5-(2-(1H-pyrazol-1-yl)phenoxy)hexahydrocyclopenta[c]pyrrole-2(1H)-carboxylic acid tert-butyl ester